[Fe](Cl)Cl.C(C)C1=C(N)C(=CC=C1)CC 2,6-diethylaniline iron (II) chloride